BrC1=NC=C(C(=C1)OCCOC1=NC(=CC=C1)Cl)C 2-bromo-4-(2-((6-chloropyridin-2-yl)oxy)ethoxy)-5-methylpyridine